C(C)(C)(C)C1=CC=C(C=C1)N1C2=NN=CN2C=2C=NC3=CC=C(C=C3C12)C=1C=CC(=NC1)N 5-[16-(4-tert-butylphenyl)-8,11,13,14,16-pentaazatetracyclo[8.6.0.02,7.011,15]Hexadec-1(10),2,4,6,8,12,14-heptaen-4-yl]Pyridin-2-amine